N1(N=CC=C1)C1=C(CC=2N(C3=NC(=NC(=C3N2)N)Cl)C(C)C)C=CC=C1 (2-(1H-pyrazol-1-yl)benzyl)2-chloro-9-isopropyl-9H-purin-6-amine